OCCN(CCC(=O)NC1=NC=CC(=C1)N1C2=C(OCC1)C=NC(=C2)C2=C(C=CC(=C2)Cl)F)CCO 3-[bis(2-hydroxyethyl)amino]-N-{4-[7-(5-chloro-2-fluorophenyl)-1H,2H,3H-pyrido[3,4-b][1,4]oxazin-1-yl]pyridin-2-yl}propanamide